COC[C@@H]1COC2=C(CN1)C=CC(=C2)C(=O)OC Methyl (R)-3-(methoxymethyl)-2,3,4,5-tetrahydrobenzo[f][1,4]oxazepine-8-carboxylate